CN(C1=CC=C(C=C1)C=1C=CC=2N(N1)C(=CN2)C=2C=C(C=CC2)NC(C)=O)C N-[3-[6-(4-dimethylamino-phenyl)imidazo[1,2-b]pyridazin-3-yl]phenyl]acetamide